dimethylaminoglycolate CN(C)C(C(=O)[O-])O